FC1(CC(C1)C(O)C1=CC=2C(=NC=C(C2)C2=CC=3C(N=C2)=NN(C3)C)S1)F (3,3-difluorocyclobutyl)(5-(2-methyl-2H-pyrazolo[3,4-b]pyridin-5-yl)thieno[2,3-b]pyridin-2-yl)methanol